ClCC1=CC=C(C=C1)C 1-(1-chloromethyl)-4-methylbenzene